FC1=NC=CC=C1C1=C2N=C(N(C2=NC=N1)C1OCCCC1)OCCOC1OCCCC1 6-(2-fluoropyridin-3-yl)-9-(tetrahydro-2H-pyran-2-yl)-8-(2-((tetrahydro-2H-pyran-2-yl)oxy)ethoxy)-9H-purine